CC1(C(N(CCOC1)CCCNC1=NC(=NC=C1C(F)(F)F)NC=1C(=NN(C1)C1CN(CC1)C)C)=O)C 6,6-dimethyl-4-(3-((2-((3-methyl-1-(1-methylpyrrolidin-3-yl)-1H-pyrazol-4-yl)amino)-5-(trifluoromethyl)pyrimidin-4-yl)amino)propyl)-1,4-oxazepan-5-one